tert-Butyl 4-(4-(5-(4-(1-(tert-butoxycarbonyl)-1,2,3,6-tetrahydropyridin-4-yl)-2-(methylamino)phenyl)-1,3,4-oxadiazol-2-yl)-3-fluorophenyl)-5,6-dihydropyridine-1(2H)-carboxylate C(C)(C)(C)OC(=O)N1CCC(=CC1)C1=CC(=C(C=C1)C1=NN=C(O1)C1=C(C=C(C=C1)C1=CCN(CC1)C(=O)OC(C)(C)C)F)NC